ClC1=NC=C(C(=C1)N1CCC2(CCN(C2)C(=O)OC(C)(C)C)CC1)I tert-butyl 8-(2-chloro-5-iodopyridin-4-yl)-2,8-diazaspiro[4.5]decan-2-carboxylate